BrC1=CC=C2C(=CC(=NC2=C1)N1[C@@H](CCC1)COCCC(=O)O)C1=NN=CN1 (S)-3-((1-(7-bromo-4-(4H-1,2,4-triazol-3-yl)quinolin-2-yl)pyrrolidin-2-yl)methoxy)propanoic acid